N[C@@H]1C2=CC=CC=C2CC12CCN(CC2)C=2C(=NC(=C(N2)C)SC2=NC(=NC=C2)N)CO (S)-(3-(1-amino-1,3-dihydrospiro[indene-2,4'-piperidin]-1'-yl)-6-((2-aminopyrimidin-4-yl)thio)-5-methylpyrazin-2-yl)methanol